NCC1=CC(=C(C=C1)NC(=O)C1=CC2=C(OCCC3=C2SC=C3)C=C1C=1C(=NC(=CC1)C(NCCC)=O)C(=O)OC)C(NCC1CC1)=O methyl 3-(9-((4-(aminomethyl)-2-((cyclopropylmethyl)carbamoyl)phenyl)carbamoyl)-4,5-dihydrobenzo[b]thieno[2,3-d]oxepin-8-yl)-6-(propylcarbamoyl)picolinate